Cl.O(C1=CC=CC=C1)C1=CC=C(C=C1)[C@@H](C)N (R)-1-(4-phenoxyphenyl)ethanamine hydrochloride